2,5-diazaspiro[3.4]octane-5-carboxylate C1NCC12N(CCC2)C(=O)[O-]